N-(1-methylethylidene)-3-(trimethoxysilyl)-1-propaneamine CC(C)=NCCC[Si](OC)(OC)OC